5-(2-Hydroxyethoxy)-1-methyl-2-oxo-N-phenyl-quinoline-3-carboxamide OCCOC1=C2C=C(C(N(C2=CC=C1)C)=O)C(=O)NC1=CC=CC=C1